3,13-dithia-1,15-pentadecanediol C(CSCCCCCCCCCSCCO)O